3-(Benzyloxy)picolinic acid C(C1=CC=CC=C1)OC=1C(=NC=CC1)C(=O)O